(S)-6-((5-bromo-3-(1-(t-butoxycarbonyl)piperidin-3-yl)-6-fluoro-2-oxo-2,3-dihydro-1H-benzo[d]imidazol-1-yl)methyl)nicotinic acid methyl ester COC(C1=CN=C(C=C1)CN1C(N(C2=C1C=C(C(=C2)Br)F)[C@@H]2CN(CCC2)C(=O)OC(C)(C)C)=O)=O